OC1=C(C=CC(=C1)O)C(\C=C\C1=CC(=C(C=C1)OC)COC1=C(C=CC(=C1)C)[N+](=O)[O-])=O (E)-1-(2,4-Dihydroxyphenyl)-3-[4-methoxy-3-[(5-methyl-2-nitrophenoxy)methyl]phenyl]prop-2-en-1-one